C(#N)/C(/C(=O)NC(C)C)=C\C=1SC=C(C1)C1=CC=CC2=CC=CC=C12 (E)-2-cyano-N-isopropyl-3-(4-(naphthalen-1-yl)thiophen-2-yl)-acrylamide